1-(5-bromopyridin-2-yl)cyclopropan-1-amine dihydrochloride Cl.Cl.BrC=1C=CC(=NC1)C1(CC1)N